6-bromohexanone BrCCCCC(C)=O